C(C=C)(=O)N1C[C@@H](N(CC1)C1=NC(=NC2=C(C(=C(C=C12)Cl)C1=NC(=CC(=C1C(F)(F)F)C)N)F)OC[C@@H]1CCC(N1C)=O)C (S)-5-((((R)-4-((S)-4-acryloyl-2-methylpiperazin-1-yl)-7-(6-amino-4-methyl-3-(trifluoromethyl)pyridin-2-yl)-6-chloro-8-fluoroquinazolin-2-yl)oxy)methyl)-1-methylpyrrolidin-2-one